6-(2,4-difluorophenyl)-5-(3-(methylsulfonyl)phenyl)isoindolin-1-one FC1=C(C=CC(=C1)F)C1=C(C=C2CNC(C2=C1)=O)C1=CC(=CC=C1)S(=O)(=O)C